phenylcarbamic acid methyl ester COC(NC1=CC=CC=C1)=O